COC1=CC=C(C=C1)N1C=2C=CC=CC2N(C2=CC=CC=C12)C1=CC=C(C=C1)OC 5,10-bis(4-methoxyphenyl)-5,10-dihydrophenazine